N1OC(CCO1)N1OC2(C3=CC=CC=C13)CN(C2)CC(=O)N2CCC1(CC(C1)C1=NN=C(S1)C=1C(=CC(=NC1)N1C=CC=C1)NC)CC2 1-(5-(5-(7-(2-(1'-(2,6-dioxapiperidin-3-yl)-2'-oxaspiro[azetidine-3,3'-indoline]-1-yl)acetyl)-7-azaspiro[3.5]nonan-2-yl)-1,3,4-thiadiazol-2-yl)-4-(methylamino)pyridin-2-yl)-1H-pyrrole